4-(4-((1R,5S)-3,8-diazabicyclo[3.2.1]oct-3-yl)-5-ethynyl-8-fluoro-2-(((S)-1-isopropylpyrrolidin-2-yl)methoxy)pyrido[4,3-d]pyrimidin-7-yl)-5-ethynyl-6-fluoronaphthalen-2-ol [C@H]12CN(C[C@H](CC1)N2)C=2C1=C(N=C(N2)OC[C@H]2N(CCC2)C(C)C)C(=C(N=C1C#C)C1=CC(=CC2=CC=C(C(=C12)C#C)F)O)F